Methyl 2-bromo-5-(trifluorometh-yl)benzoate BrC1=C(C(=O)OC)C=C(C=C1)C(F)(F)F